pentenoic acid methyl ester COC(C=CCC)=O